OC=1C=CC=C(C1)\C=C\C1=CC=CC=C1 5-hydroxy-(E)-stilbene